C1(=CC=CC=C1)C=1C=C(C2=CC=CC=C2C1)N1C(=CC2=CC=CC=C12)C1=CC=C(C=C1)C(C)=O N-(3-phenylnaphthyl)-2-(4-acetylphenyl)-indole